C(#N)C1=CC=C(NC=2C(=C(C=3C(C4=CC=CC=C4C(C3C2F)=O)=O)F)OC2=CC=CC=C2)C=C1 3-(p-cyanoanilino)-2-phenoxy-1,4-difluoroanthraquinone